2,5-dioxopyrrolidin-1-yl 6-{[(benzyloxy) carbonyl]amino}hexanoate C(C1=CC=CC=C1)OC(=O)NCCCCCC(=O)ON1C(CCC1=O)=O